ClC1=C(C(=O)N2N=C(C(=C2N(C)CC2=CC=C(C=C2)F)OC)C2C(N(C2)S(=O)(=O)N(C)C)C(F)(F)F)C=CC=C1 3-[1-(2-Chlorobenzoyl)-5-{[(4-fluorophenyl)methyl](methyl)amino}-4-methoxy-1H-pyrazol-3-yl]-N,N-dimethyl-2-(trifluoromethyl)azetidin-1-sulfonamid